C1=C(C=CC2=CC=CC=C12)S(=O)(=O)CC1=C(C=CC=C1)C#CC1=CC=C(C(=O)O)C=C1 4-(2-{2-[(naphthalene-2-sulfonyl)methyl]phenyl}ethynyl)benzoic acid